(R)-N-(4-(trifluoromethyl)benzyl)pyrrolidine-2-carboxamide FC(C1=CC=C(CNC(=O)[C@@H]2NCCC2)C=C1)(F)F